(4-(2-methylquinazolin-4-yl)piperazin-1-yl)(1-tosylpiperidin-3-yl)methanone CC1=NC2=CC=CC=C2C(=N1)N1CCN(CC1)C(=O)C1CN(CCC1)S(=O)(=O)C1=CC=C(C)C=C1